Cl.C(C1=CC=CC=C1)OC(=O)NCCN N-benzyloxycarbonyl-1,2-diaminoethane hydrochloride